(S or R)-4-(6-chloro-2-(3-(dimethylamino)azetidin-1-yl)-8-fluoro-4-(2,6-diazaspiro[3.4]octan-2-yl)quinazolin-7-yl)naphthalen-2-ol ClC=1C=C2C(=NC(=NC2=C(C1C1=CC(=CC2=CC=CC=C12)O)F)N1CC(C1)N(C)C)N1CC2(C1)CNCC2